3-(3,5-dimethoxyphenyl)-1,1,1-trifluoro-3-methylbutan-2-one COC=1C=C(C=C(C1)OC)C(C(C(F)(F)F)=O)(C)C